C(CCC)(=O)OC(C)(C)CC ethyl-isopropyl butyrate